NC1=C(C=C(C=N1)NC(C(=O)N1[C@@H](CC[C@H](C1)C)C=1C=CC2=C(N=C(S2)CCOC)C1)=O)C1CC1 N-(6-amino-5-cyclopropyl-3-pyridyl)-2-[(2S,5R)-2-[2-(2-methoxyethyl)-1,3-benzothiazol-5-yl]-5-methyl-1-piperidyl]-2-oxo-acetamide